[Cl-].C(C=C)(=O)OCC[N+](CC)(CC)CC acryloyl-oxyethyl-triethyl-ammonium chloride